2-(4-amino-3-fluoro-phenyl)acetonitrile NC1=C(C=C(C=C1)CC#N)F